3-(4-trifluoromethylphenyl)pyrimido[1,2-a]benzimidazole FC(C1=CC=C(C=C1)C=1C=NC2=NC3=C(N2C1)C=CC=C3)(F)F